C(CC)C(COC(C=1C(C(=O)OCC(CCCCC)CCC)=CC=CC1)=O)CCCCC.C(CCCCC(=O)O)(=O)O adipic acid di(2-propyl-heptyl)phthalate